3-chloro-4-(fluoromethoxy)-6-hydroxy-5-[(2E,4E)-5-[(1R,2R,3E,6R)-3-(hydroxyimino)-1,2,6-trimethylcyclohexyl]-3-methylpenta-2,4-dien-1-yl]-2-methylbenzaldehyde ClC=1C(=C(C=O)C(=C(C1OCF)C\C=C(\C=C\[C@@]1([C@H](/C(/CC[C@H]1C)=N/O)C)C)/C)O)C